N-tetraphenylpyrene-1,8-diamine C1(=CC=CC2=CC=C3C=C4C=CC=CC4=CC3=C12)NC1=CC=C2C=CC3=CC=C(C4=CC=C1C2=C34)N